C(C1=CC=CC=C1)OCCCCCC(=O)N1C[C@@H]([C@H]([C@H](C1)O)O)NC(C)=O N-[(3S,4R,5S)-1-(6-benzyloxycaproyl)-4,5-dihydroxy-3-piperidinyl]acetamide